C(C)C1=C(C(=C(C(=C1CC)OC)CC)CC)O 2,3,5,6-tetraethyl-4-methoxyphenol